naphtho[2,3-b]Benzofuran-3-ylboronic acid C1=CC(=CC2=C1C1=C(O2)C=C2C=CC=CC2=C1)B(O)O